COC1=C(C(=CC=C1)COC)C=1C(=CC=CC1O)O 2'-methoxy-6'-(methoxymethyl)-[1,1'-biphenyl]-2,6-diol